2-methacryloyloxyethyl (2-(trimethylammonio)ethyl) phosphate P(=O)(OCCOC(C(=C)C)=O)(OCC[N+](C)(C)C)[O-]